2-amino-4,4'-bipyridine NC1=NC=CC(=C1)C1=CC=NC=C1